[Pd+2].C1(=CC=CC=C1)P(C1=CC=CC=C1)C1=CC=CC=C1.C1(=CC=CC=C1)P(C1=CC=CC=C1)C1=CC=CC=C1 bis(triphenylphosphine) palladium (II)